heptaazabicyclo[18.3.1]tetracosane N12NNNNNNCCCCCCCCCCCCC(CCC1)C2